N-(8-Cyclopentyl-5-methyl-7-oxo-7,8-dihydropyrido[2,3-d]pyrimidin-2-yl)-N-(3,5-difluoro-4-hydroxyphenyl)acetamide C1(CCCC1)N1C(C=C(C2=C1N=C(N=C2)N(C(C)=O)C2=CC(=C(C(=C2)F)O)F)C)=O